CN(C)CCCNCCCN (dimethylaminopropylamino)propylamine